6-(2-methoxyethoxy)nicotinic acid COCCOC1=NC=C(C(=O)O)C=C1